BrC1=C(C(=O)OC)C=C(C=C1)NC1=NC=C(C(=N1)OC(CC)CC)C methyl 2-bromo-5-((5-methyl-4-(pentan-3-yloxy)pyrimidin-2-yl)amino)benzoate